11-amino-1-undecanethiol NCCCCCCCCCCCS